ethyl (E)-3-(3-fluoro-5-methoxyphenyl)acrylate FC=1C=C(C=C(C1)OC)/C=C/C(=O)OCC